3-(3-fluoroquinolin-8-yl)pyridine-2,6-diamine FC=1C=NC2=C(C=CC=C2C1)C=1C(=NC(=CC1)N)N